trans-3-((4-((S)-2-azido-1-methoxyprop-2-yl)-6-chloro-2,7-naphthyridin-1-yl)oxy)-N,N-dimethylcyclobutane-1-carboxamide N(=[N+]=[N-])[C@@](COC)(C)C1=CN=C(C2=CN=C(C=C12)Cl)O[C@@H]1C[C@H](C1)C(=O)N(C)C